(±)-2-tetrahydropyran-3-ylacetic acid O1C[C@H](CCC1)CC(=O)O |r|